(2S,4S)-2-(cyanomethyl)-4-(6-fluoro-8-methyl-7-(1-methyl-1H-indazol-6-yl)-4-(methylsulfinyl)-1H-[1,2,3]triazolo[4,5-c]quinolin-1-yl)piperidine-1-carboxylic acid tert-butyl ester C(C)(C)(C)OC(=O)N1[C@@H](C[C@H](CC1)N1N=NC=2C(=NC=3C(=C(C(=CC3C21)C)C2=CC=C1C=NN(C1=C2)C)F)S(=O)C)CC#N